FC1=C(C[C@@H]2NCCCCC2)C=CC=C1 (R)-2-(2-fluorobenzyl)azepane